tert-butyl 5'-bromo-2'-oxospiro[cyclopropane-1,3'-indoline]-1'-carboxylate BrC=1C=C2C3(C(N(C2=CC1)C(=O)OC(C)(C)C)=O)CC3